CC1=NC(=CC(=C1)CC(=O)O)C 2-(2,6-dimethylpyridin-4-yl)acetic acid